C1(NCC=2C1=C1C=CN=CC1=CC2)=O 2,3-dihydro-1H-pyrrolo[4,3-f]isoquinolin-1-one